tributyl-[2-[(2S)-2-methylazetidin-1-yl]-6,7-dihydro-5H-cyclopenta[d]pyrimidin-4-yl]stannane C(CCC)[Sn](C=1C2=C(N=C(N1)N1[C@H](CC1)C)CCC2)(CCCC)CCCC